R-(+)-propylene carbonate C1(OC[C@@H](C)O1)=O